ClC1=CC(=C(C=C1)C1OC2=C(OC1)C=CC=C2C2CCN(CC2)CC2=NC1=C(N2)C=C(C=C1)C(=O)O)F 2-((4-(3-(4-chloro-2-fluorophenyl)-2,3-dihydrobenzo[b][1,4]Dioxin-5-yl)piperidin-1-yl)methyl)-1H-benzo[d]imidazole-6-carboxylic acid